isopropyl 3-(3-acrylamido-4-methylphenyl)-2-(4-(4-methylpiperazin-1-yl)phenyl)-1H-pyrrolo[2,3-b]pyridine-5-carboxylate C(C=C)(=O)NC=1C=C(C=CC1C)C1=C(NC2=NC=C(C=C21)C(=O)OC(C)C)C2=CC=C(C=C2)N2CCN(CC2)C